tert-butyl 4-{[2-(2,6-dioxopiperidin-3-yl)-1,3-dioxo-2,3-dihydro-1H-isoindol-4-yl]amino}butanoate O=C1NC(CCC1N1C(C2=CC=CC(=C2C1=O)NCCCC(=O)OC(C)(C)C)=O)=O